(S)-N-(2-chloropyridin-4-yl)-4-((1-((4-chlorophenyl)amino)-1-oxopropan-2-yl)oxy)benzamide tert-butyl-(2,2-difluoro-3-(5-fluoropyridin-2-yl)-3-hydroxypropyl)carbamate C(C)(C)(C)N(C(O)=O)CC(C(O)C1=NC=C(C=C1)F)(F)F.ClC1=NC=CC(=C1)NC(C1=CC=C(C=C1)O[C@H](C(=O)NC1=CC=C(C=C1)Cl)C)=O